(3r,4r)-4-(((7-((tert-butoxycarbonyl) ((7-phenylimidazo[1,2-a]pyridin-2-yl) methyl) amino)-3-cyclopropylpyrazolo[1,5-a]pyrimidin-5-yl) amino) methyl)-3-hydroxypiperidine-1-carboxylate C(C)(C)(C)OC(=O)N(C1=CC(=NC=2N1N=CC2C2CC2)NC[C@@H]2[C@H](CN(CC2)C(=O)[O-])O)CC=2N=C1N(C=CC(=C1)C1=CC=CC=C1)C2